C[Si](NCCN)(OCC)C N-(dimethylethoxysilyl)ethylenediamine